C1(=CC=CC=C1)CC(C)NC(C)=O N-(1-phenylpropan-2-yl)acetamide